C(CCCCCCC\C=C/CCCCCC)(=O)OCCCCCCC heptyl cis-9-hexadecenoate